ClC1=C(C(=CC=C1F)Cl)[C@@H](C)OC=1C(=NC=C(C1)C=1C=NN(C1)C1CCNCC1)N 3-[(R)-1-(2,6-dichloro-3-fluorophenyl)ethoxy]-5-[1-(piperidin-4-yl)-1H-pyrazol-4-yl]pyridine-2-amine